(1R,3S,4R)-2-((3-chlorophenyl)glycyl)-5,5-difluoro-N-((S,E)-4-fluoro-4-(methylsulfonyl)-1-((R)-2-oxopyrrolidin-3-yl)but-3-en-2-yl)-2-azabicyclo[2.2.2]octane-3-carboxamide ClC=1C=C(C=CC1)NCC(=O)N1[C@H]2CC([C@@H]([C@H]1C(=O)N[C@@H](C[C@@H]1C(NCC1)=O)\C=C(\S(=O)(=O)C)/F)CC2)(F)F